C=12C3=CC=CC(=C3SC2=CC=CC1)S(=O)(=O)C1=CC=C(C=C1)CNC(=O)C=1C=NC=2N(C1)C=CN2 N-[(4-{8-thiatricyclo[7.4.0.02,7]trideca-1(13),2,4,6,9,11-hexaene-6-sulfonyl}phenyl)methyl]imidazo[1,2-a]pyrimidine-6-carboxamide